CCCCCCCCCCCCCCCC(=O)OC[C@H](COP(=O)([O-])OC1[C@@H]([C@H](C([C@H]([C@H]1O)OP(=O)([O-])[O-])O)OP(=O)([O-])[O-])O)OC(=O)CCCCCCCCCCCCCCC The molecule is a 1-phosphatidyl-1D-myo-inositol 3,5-bisphosphate(5-) arising from deprotonation of all five free phosphate OH groups of 1,2-dipalmitoyl-sn-glycero-3-phospho-(1'-D-myo-inositol-3',5'-bisphosphate); major species at pH 7.3. It is a conjugate base of a 1,2-dipalmitoyl-sn-glycero-3-phospho-(1'D-myo-inositol-3',5'-bisphosphate).